O=C1NC=C(N=C1)CC(=O)O 2-(5-oxo-4,5-dihydropyrazin-2-yl)acetic acid